Methyl (S)-5-((6-vinyl-2-ethyl-3,4-dihydroquinolin-1(2H)-yl)sulfonyl)-2-((tetrahydro-2H-pyran-4-yl)methoxy)benzoate C(=C)C=1C=C2CC[C@@H](N(C2=CC1)S(=O)(=O)C=1C=CC(=C(C(=O)OC)C1)OCC1CCOCC1)CC